tert-butyl {2-formyl-7-azaspiro[3.5]nonan-7-yl}formate C(=O)C1CC2(C1)CCN(CC2)C(=O)OC(C)(C)C